C1(CC1)C=1C=NN2C1N=C(C=C2NCC2=CC=C(C=C2)C2=NC=CC=C2)NCC2CCN(CC2)C(C)=O 1-(4-(((3-cyclopropyl-7-((4-(pyridin-2-yl)benzyl)amino)pyrazolo[1,5-a]pyrimidin-5-yl)amino)methyl)piperidin-1-yl)ethan-1-one